1-(2,2-difluoroethyl)-6-(2-((4-(trifluoromethyl)pyridin-2-yl)methyl)-2,7-diazaspiro[3.5]nonan-7-yl)-1H-pyrazolo[3,4-b]pyrazine FC(CN1N=CC=2C1=NC(=CN2)N2CCC1(CN(C1)CC1=NC=CC(=C1)C(F)(F)F)CC2)F